O1C(NCC1)C(=O)O oxazolidinic acid